3-[(3S,4S)-4-amino-3-methyl-2-oxa-8-azaspiro[4.5]dec-8-yl]-6-[[3-chloro-2-(3-hydroxy-1-azetidinyl)-4-pyridinyl]thio]-5-methyl-2-pyrazinemethanol N[C@@H]1[C@@H](OCC12CCN(CC2)C=2C(=NC(=C(N2)C)SC2=C(C(=NC=C2)N2CC(C2)O)Cl)CO)C